2-((benzyloxy)carbonyl)-2-azaspiro[3.3]heptane-6-carboxylic acid C(C1=CC=CC=C1)OC(=O)N1CC2(C1)CC(C2)C(=O)O